C(C)(C)(C)OC(=O)N(C=1C=2N(N=C(C1)SC1CCN(CC1)C(=O)OC(C)(C)C)C(=CN2)C(C)C)CC2=C(C=CC=C2)N(C)C tert-butyl 4-((8-((tert-butoxycarbonyl)(2-(dimethylamino)benzyl)amino)-3-isopropylimidazo[1,2-b]pyridazin-6-yl)thio)piperidine-1-carboxylate